N-(6-(2H-1,2,3-triazol-2-yl)-5-(trifluoromethyl)pyridin-3-yl)-4-(2-amino-4-ethynylpyridine-3-yl)-2-chloro-5-fluorobenzamide N=1N(N=CC1)C1=C(C=C(C=N1)NC(C1=C(C=C(C(=C1)F)C=1C(=NC=CC1C#C)N)Cl)=O)C(F)(F)F